4-bromophenylacetic acid benzyl ester C(C1=CC=CC=C1)OC(CC1=CC=C(C=C1)Br)=O